CN1N=CC2=CC=C(C=C12)C=1C2=C(NN1)C1=C(C2)SC(=C1)C1=CC=C(CN2CC(NCC2)=O)C=C1 4-(4-(3-(1-Methyl-1H-indazol-6-yl)-1,4-dihydrothieno[2',3':4,5]cyclopenta[1,2-c]pyrazol-6-yl)benzyl)piperazin-2-one